(5-(cyclopropylmethoxy)pyridin-2-yl)-2-((s)-3-(6-oxo-4-(trifluoromethyl)-1,6-dihydropyridin-3-yl)piperidin-1-yl)propanamide C1(CC1)COC=1C=CC(=NC1)C(C(=O)N)(C)N1C[C@@H](CCC1)C1=CNC(C=C1C(F)(F)F)=O